N[C@H](C(=O)OCC1=CC=CC=C1)C(C1=CC=CC=C1)C1=CC=CC=C1 (S)-benzyl 2-amino-3,3-diphenylpropionate